C12CN(CC(N1)C2)C=2C=C1C(N(C(C1=CC2)=O)N2C(NC(CC2)=O)=O)=O 5-(3,6-diazabicyclo[3.1.1]heptan-3-yl)-2-(2,4-dioxotetrahydropyrimidin-1(2H)-yl)isoindoline-1,3-dione